Methyl 5-bromo-2-((pyrazolo[1,5-a]pyrimidine-3-carboxamido)methyl)benzofuran-7-carboxylate BrC=1C=C(C2=C(C=C(O2)CNC(=O)C=2C=NN3C2N=CC=C3)C1)C(=O)OC